COC=1N=C(C(=NC1C=1C2=C(C=NC1)N(C=N2)C)C(=O)OC)NC2=CC=C(C=C2)CN2CCN(CC2)C Methyl 5-methoxy-6-(3-methylimidazo[4,5-c]pyridin-7-yl)-3-[4-[(4-methylpiperazin-1-yl)methyl]anilino]pyrazine-2-carboxylate